7-(8-chloronaphthalen-1-yl)-2-(isopropylthio)-5,6,7,8-tetrahydropyrido[3,4-d]pyrimidin-4(3H)-one ClC=1C=CC=C2C=CC=C(C12)N1CC=2N=C(NC(C2CC1)=O)SC(C)C